[(Piperidin-4-yl)methyl]carbamic acid tert-butyl ester C(C)(C)(C)OC(NCC1CCNCC1)=O